C(CCCCCCCCCCCCCCCC)(=O)OP(=O)(OC(CCCCCCCCCCCCCCCC)=O)OCC[N+](C)(C)C diheptadecanoylphosphocholine